3-cyclohexyl-6,7-difluoro-3-(1-hydroxy-1,3-dihydrobenzo[c][1,2]oxaborol-5-yl)indolin-2-one C1(CCCCC1)C1(C(NC2=C(C(=CC=C12)F)F)=O)C1=CC2=C(B(OC2)O)C=C1